ClC1=CC(=C(C=C1C)C)Cl dichloro-m-dimethyl-benzene